methyl 3-[(5-bromo-2-chlorophenyl)sulfanyl]propanoate BrC=1C=CC(=C(C1)SCCC(=O)OC)Cl